1,3-dicarboxy-2-methyl-2-carboxymethyl-propane C(=O)(O)CC(CC(=O)O)(CC(=O)O)C